methyl 3-iodo-4-(((1-tosyl-1H-pyrazol-3-yl)methyl)thio)benzoate IC=1C=C(C(=O)OC)C=CC1SCC1=NN(C=C1)S(=O)(=O)C1=CC=C(C)C=C1